2,3,3-trimethyl-1-(3-sulfopropyl)-3H-indole CC1N(C2=CC=CC=C2C1(C)C)CCCS(=O)(=O)O